ClC1=NC(=NC(=C1F)Cl)C1=NN(C(=C1)C1=NOC=C1)CC1=C(C=CC=C1)F (3-(4,6-dichloro-5-fluoropyrimidin-2-yl)-1-(2-fluorobenzyl)-1H-pyrazol-5-yl)isoxazole